ClC=1C=NC(=NC1)[C@H]([C@H](C)S(=O)(=O)NC1=NN=C(N1C=1C(=NC=NC1OC)OC)[C@H]1CC12CCOCC2)OC (1R,2S)-1-(5-chloropyrimidin-2-yl)-N-(4-(4,6-dimethoxypyrimidin-5-yl)-5-((S)-6-oxaspiro[2.5]octan-1-yl)-4H-1,2,4-triazol-3-yl)-1-methoxypropane-2-sulfonamide